2-(6-chloro-2-methoxy-3-pyridinyl)acetic acid ClC1=CC=C(C(=N1)OC)CC(=O)O